C(CCCCCCCCC)NC=1C(=CC=CC1)N N-decylbenzene-1,2-diamine